N,2-bis(4-chlorophenyl)-N-methylthiazole-5-carboxamide ClC1=CC=C(C=C1)N(C(=O)C1=CN=C(S1)C1=CC=C(C=C1)Cl)C